CON(C(=O)C1(OCCC1)C)C N-methoxy-N,2-dimethyltetrahydrofuran-2-carboxamide